2-chloro-6-[(3-methylphenyl)amino]pyrimidine-4-carbonitrile ClC1=NC(=CC(=N1)C#N)NC1=CC(=CC=C1)C